FC=1C=CC2=C(NC(=N2)C2=NNC3=CC=C(C=C23)C(=O)NC2CNCCC2)C1 3-(6-fluoro-1H-benzo[d]imidazol-2-yl)-N-(piperidin-3-yl)-1H-indazole-5-carboxamide